7-chloro-1-toluenesulfonyl-1H-pyrrolo[2,3-c]Pyridine ClC=1N=CC=C2C1N(C=C2)S(=O)(=O)CC2=CC=CC=C2